5-fluoro-4-methyl-7-(4,4,5,5-tetramethyl-1,3,2-dioxaborolan-2-yl)-2H-benzo[b][1,4]oxazin-3(4H)-one FC1=CC(=CC=2OCC(N(C21)C)=O)B2OC(C(O2)(C)C)(C)C